FC(C=1C(=C(C=CC1)[C@@H](C#C)NC1=C(C(=NC(=N1)C)CC(=O)NC1CC2(CN(C2)C(=O)OC(C)(C)C)C1)C1OCCO1)C)F tert-butyl (R)-6-(2-(6-((1-(3-(difluoromethyl)-2-methylphenyl)prop-2-yn-1-yl)amino)-5-(1,3-dioxolan-2-yl)-2-methylpyrimidin-4-yl)acetamido)-2-azaspiro[3.3]heptane-2-carboxylate